CN(CC[C@H]1NCCC1)C (2S)-2-[2-(dimethylamino)ethyl]pyrrolidin